(R and S)-2-(4,4-difluoro-3-methylpiperidin-1-yl)-7-fluoro-N-(2-sulfamoylpyridin-4-yl)quinoline-3-carboxamide FC1([C@@H](CN(CC1)C1=NC2=CC(=CC=C2C=C1C(=O)NC1=CC(=NC=C1)S(N)(=O)=O)F)C)F |r|